O1CC(C1)OC=1NC2=C(N1)C=CC=C2 (oxetan-3-yloxy)benzimidazole